3-amino-bicyclo[1.1.1]Pentane-1-carboxylic acid methyl ester hydrochloride Cl.COC(=O)C12CC(C1)(C2)N